di(ethyl)methyl(tert-butoxy)silane C(C)[Si](OC(C)(C)C)(C)CC